1-[2-(difluoromethoxy)-4-(trifluoromethyl)phenyl]-N-[(3S)-oxolan-3-yl]pyrrolo[1,2-d][1,2,4]triazin-4-amine FC(OC1=C(C=CC(=C1)C(F)(F)F)C=1C=2N(C(=NN1)N[C@@H]1COCC1)C=CC2)F